N-(6-(1H-imidazol-1-yl)-2-methoxypyridin-3-yl)-4-methyl-1-phenyl-1H-1,2,3-triazole-5-carboxamide N1(C=NC=C1)C1=CC=C(C(=N1)OC)NC(=O)C1=C(N=NN1C1=CC=CC=C1)C